FC(C=1C=C(CN2CCNCC2)C=CC1)(F)F 1-(3-trifluoromethylbenzyl)piperazine